tert-butyl (2-(2'-acetyl-4'-cyano-[1,1'-biphenyl]-4-yl)ethyl)carbamate C(C)(=O)C1=C(C=CC(=C1)C#N)C1=CC=C(C=C1)CCNC(OC(C)(C)C)=O